FC=1C=C(C=NC1)CN1N=C(C=CC1=O)C=1C=NC(=NC1)N1C(CCC1)C 2-((5-fluoropyridin-3-yl)methyl)-6-(2-(2-methylpyrrolidin-1-yl)pyrimidin-5-yl)pyridazin-3(2H)-one